3-methyl-5-(1-methylcyclopropyl)-4-oxo-1h,4h,5h-pyrrolo[3,2-c]Pyridine-7-carboxamide CC1=CNC2=C1C(N(C=C2C(=O)N)C2(CC2)C)=O